neodymium heptyl (heptylphosphonate) C(CCCCCC)P(OCCCCCCC)([O-])=O.[Nd+3].C(CCCCCC)OP([O-])(=O)CCCCCCC.C(CCCCCC)OP([O-])(=O)CCCCCCC